OC1(COC1)C1=CC=C(C=C1)C(=O)N1CCC(CC1)OC1=NC=C(C=N1)C1=CC=C(C=C1)C(F)(F)F (4-(3-hydroxyoxetan-3-yl)phenyl)(4-((5-(4-(trifluoromethyl)phenyl)pyrimidin-2-yl)oxy)piperidin-1-yl)methanone